4-(6-(6-(3,5-Difluoro-4-methoxybenzyl)-3,6-diazabicyclo[3.1.1]hept-3-yl)pyridin-3-yl)-6-(2-hydroxy-2-methylpropyloxy)pyrazolo[1,5-a]pyridine-3-carbonitrile FC=1C=C(CN2C3CN(CC2C3)C3=CC=C(C=N3)C=3C=2N(C=C(C3)OCC(C)(C)O)N=CC2C#N)C=C(C1OC)F